IC1=C(C)C(=CC=C1)Cl 2-iodo-6-chlorotoluene